FC=1C=C(C=C(C1)CNCCCCOC1CN(C1)C1=C2C=NNC2=CC(=C1)C1=CN=NC=C1)CC#N 2-(3-fluoro-5-(((4-((1-(6-(pyridazin-4-yl)-1H-indazol-4-yl)azetidin-3-yl)oxy)butyl)amino)methyl)phenyl)acetonitrile